C1(CC1)C1=CC=CC2=C1C(=NO2)C=2C(=C(C=C(C2)CC)S(=O)(=O)N)OC (4-cyclopropylbenzo[d]isoxazol-3-yl)-5-ethyl-2-methoxybenzenesulfonamide